C1(CC2C(CC1)O2)CC[Si](OCC)(OCC)CCC2CC1C(CC2)O1 bis(beta-(3,4-epoxycyclohexyl)ethyl)diethoxysilane